C1=C(C=CC2=CC=CC=C12)N[C@@H](C)C(=O)O 2-naphthyl-alanine